6-[(2S)-2-aminopropyl]-N-[(furan-2-yl)methyl]-2,7-dimethylthieno[3,2-d]pyrimidin-4-amine dihydrochloride Cl.Cl.N[C@H](CC1=C(C=2N=C(N=C(C2S1)NCC=1OC=CC1)C)C)C